7-(4-cyanophenyl)-2-oxo-1,2-dihydrospiro[pyrido[2,3-b][1,4]oxazine-3,3'-pyrrolidine]-1'-carbonitrile C(#N)C1=CC=C(C=C1)C1=CC2=C(OC3(CN(CC3)C#N)C(N2)=O)N=C1